(S)-Methyl 2-acetamido-3-(4-fluorophenyl)propanoate C(C)(=O)N[C@H](C(=O)OC)CC1=CC=C(C=C1)F